CN(CCCN(CC(C)O)CC(C)O)C N,N-dimethyl-N',N'-bis(2-hydroxypropyl)-1,3-propylenediamine